((R)-1-((R)-3-(oxazol-5-yl)-2-(pyrazine-2-carboxamido)propanamido)-4-phenylbutyl)boronic acid O1C=NC=C1C[C@H](C(=O)N[C@@H](CCCC1=CC=CC=C1)B(O)O)NC(=O)C1=NC=CN=C1